4-(5-bromo-1-BOC-7-azaindazol-3-yl)morpholine BrC=1C=C2C(=NN(C2=NC1)C(=O)OC(C)(C)C)N1CCOCC1